Benzyl 2-[(3-bromo-2-fluoro-phenyl)methyl]-4-methyl-3-oxo-pyrrolidine-1-carboxylate BrC=1C(=C(C=CC1)CC1N(CC(C1=O)C)C(=O)OCC1=CC=CC=C1)F